C1(=NC=CC2=C1NC1=CC=CC=C21)[C@@H](CCCCCC)NC(C)=O (R)-N-(1-(9H-pyrido[3,4-b]indol-1-yl)heptyl)acetamide